FC1=CC=CC(=N1)[C@@H](C1CCN(CC1)C(=O)C=1C=CC2=C(NC(CO2)=O)C1)C1=CC=CC=C1 6-[4-[(S)-(6-fluoro-2-pyridyl)-phenyl-methyl]piperidine-1-carbonyl]-4H-1,4-benzoxazin-3-one